zirconium tetratertiary butoxide CC(C)(C)[O-].CC(C)(C)[O-].CC(C)(C)[O-].CC(C)(C)[O-].[Zr+4]